Methyl 4-(((1RS,2S)-3-(6-bromo-1H-indol-3-yl)-2-((tert-butoxycarbonyl)amino)-1-cyanopropyl)amino)-4'-morpholino-[1,1'-biphenyl]-3-carboxylate BrC1=CC=C2C(=CNC2=C1)C[C@@H]([C@H](C#N)NC1=C(C=C(C=C1)C1=CC=C(C=C1)N1CCOCC1)C(=O)OC)NC(=O)OC(C)(C)C |&1:12|